METHYL 3-CHLORO-5-(4-CYCLOPROPYL-3-PHENYLISOTHIAZOLE-5-CARBOXAMIDO)PICOLINATE ClC=1C(=NC=C(C1)NC(=O)C1=C(C(=NS1)C1=CC=CC=C1)C1CC1)C(=O)OC